(10Z)-2-methyl-9,12-dioxo-13-{3-[(1-oxododecyl) oxy] propyl}-5-oxa-2,8,13-triazahexadec-10-en-16-yl dodecanoate C(CCCCCCCCCCC)(=O)OCCCN(C(\C=C/C(NCCOCCN(C)C)=O)=O)CCCOC(CCCCCCCCCCC)=O